CC1=CC=NC2=CC=C(C=C12)CCCCCCCCC 4-methyl-6-nonylquinoline